7-chloro-5-(2-fluorophenyl)-2,3-dihydro-1H-1,4-benzodiazepine-2-thione ClC=1C=CC2=C(C(=NCC(N2)=S)C2=C(C=CC=C2)F)C1